N(C1=CC=CC=C1)C1=C(NC2=C1C(N([C@@H](C2)C)C)=O)C2=CC(=NC=C2)NC(C(=C)C2=CC=C(C=C2)F)=O (2R)-N-{4-[(6R)-3-Anilino-5,6-dimethyl-4-oxo-4,5,6,7-tetrahydro-1H-pyrrolo[3,2-c]pyridin-2-yl]pyridin-2-yl}-2-(4-fluorophenyl)propenamid